4-amino-1-(2-methoxyphenyl)-7-phenylpyrido[2,3-d]pyrimidin-2(1H)-one NC=1C2=C(N(C(N1)=O)C1=C(C=CC=C1)OC)N=C(C=C2)C2=CC=CC=C2